(2R)-2-amino-3-(3-chloro-4,5-dimethoxyphenyl)propionic acid methyl ester COC([C@@H](CC1=CC(=C(C(=C1)OC)OC)Cl)N)=O